(S,E)-7-(Dimethylamino)-1-((1-((7-isobutyl-1H-pyrrolo[3,2-c]pyridin-2-yl)methyl)-2-oxo-1,2-dihydropyridin-3-yl)amino)-1,7-dioxohept-5-en-2-yl-dimethylcarbamat CN(C(/C=C/CC[C@H](C(=O)NC=1C(N(C=CC1)CC1=CC=2C=NC=C(C2N1)CC(C)C)=O)CN(C([O-])=O)C)=O)C